ethyl (perfluorocyclohexyl) sulfide FC1(C(C(C(C(C1(F)F)(F)F)(F)F)(F)F)(F)F)SCC